[N+](=O)([O-])C1=C(C=CC(=C1)[N+](=O)[O-])N=NC1=C(C2=CC=CC=C2C=C1)O 2-(2,4-dinitrophenylazo)1-naphthol